5-(Trifluoromethyl)dibenzothiophenium trifluoromethanesulfonate FC(S(=O)(=O)[O-])(F)F.FC([S+]1C2=C(C3=C1C=CC=C3)C=CC=C2)(F)F